C(C)OC(=O)C1C(C1)C1=[N+](C=CC=C1)[O-] (2-(ethoxycarbonyl)cyclopropyl)pyridine 1-oxide